1-(4-(difluoromethoxy)phenyl)-7-ethoxy-3-(2-(2-morpholinylethyl)-2H-indazol-5-yl)-1,8-naphthyridin-2(1H)-one FC(OC1=CC=C(C=C1)N1C(C(=CC2=CC=C(N=C12)OCC)C1=CC2=CN(N=C2C=C1)CCN1CCOCC1)=O)F